1-[(1S,9S)-4-methoxy-17-methyl-17-azatetracyclo[7.5.3.01,10.02,7]heptadeca-2(7),3,5-trien-5-yl]-N,N-dimethylazetidin-3-amine COC1=CC=2[C@@]34C([C@H](CC2C=C1N1CC(C1)N(C)C)N(CC4)C)CCCC3